NN1C(N(C(C=C1C(F)(F)F)=O)C=1C(=CC(=C(C(=O)OC(CC(=O)O)(C)C)C1)I)F)=O 2-((5-(3-amino-2,6-dioxo-4-(trifluoromethyl)-3,6-dihydropyrimidin-1(2H)-yl)-4-fluoro-2-iodobenzoyl)oxy)-2-methylpropanecarboxylic acid